ClC1=CC=C(C=C1)C1=C(C=CC=C1)NC1CCN(CC1)CC=1C=C2C=NC(C2=CC1)=O 5-((4-((4'-chloro-[1,1'-biphenyl]-2-yl)amino)piperidin-1-yl)methyl)-1-oxoisoindole